C1(CCC1)CN1C2CC(CC1CC2)N2CCC(CC2)C=2C=C(C1=C(N(C(=N1)C1=CC(=C(C=C1)OC)OC)C)C2)C 6-(1-(8-(Cyclobutylmethyl)-8-azabicyclo[3.2.1]octan-3-yl)piperidin-4-yl)-2-(3,4-dimethoxyphenyl)-1,4-dimethyl-1H-benzo[d]imidazol